N-(5-(benzyloxy)-3,4,6-trimethylpyridin-2-yl)-3-chloro-6-fluorobenzo[b]thiophene-2-carboxamide C(C1=CC=CC=C1)OC=1C(=C(C(=NC1C)NC(=O)C1=C(C2=C(S1)C=C(C=C2)F)Cl)C)C